O=C1NC(CCC1N1C(C2=CC=CC(=C2C1)NC(CCCCCC(=O)NCCCC1=NC(=C(N=C1)NS(=O)(=O)C1=CC=C(C=C1)NC(\C=C\C=1SC(=CC1)[N+](=O)[O-])=O)OC)=O)=O)=O (E)-N1-(2-(2,6-dioxopiperidin-3-yl)-1-oxoisoindolin-4-yl)-N7-(3-(6-methoxy-5-((4-(3-(5-nitrothiophen-2-yl)acrylamido)phenyl)sulfonamido)pyrazin-2-yl)propyl)heptanediamide